C(C1=CC=CC=C1)N(C1CCC(CC1)C(=O)N1CC(C2=NC=CC=C21)(C)C)C ((1s,4s)-4-(benzyl(methyl)amino)cyclohexyl)(3,3-dimethyl-2,3-dihydro-1H-pyrrolo[3,2-b]pyridin-1-yl)methanone